FC1=CC=CC=2C(=N[C@@H](C(NC21)=O)NC(=O)C=2C(=NN1C2OCC(C1)N(C(OC(C)(C)C)=O)C)C1=C(C=CC=C1)F)C1=CC=CC=C1 tert-butyl N-[3-[[(3S)-9-fluoro-2-oxo-5-phenyl-1,3-dihydro-1,4-benzodiazepin-3-yl]carbamoyl]-2-(2-fluorophenyl)-6,7-dihydro-5H-pyrazolo[5,1-b][1,3]oxazin-6-yl]-N-methylcarbamate